6-Amino-3-((1s,3s)-4'-chloro-3-cyano-1',2'-dihydrospiro[cyclobutane-1,3'-pyrrolo[2,3-b]pyridin]-5'-yl)-2-fluoro-N,N-dimethylbenzamide NC1=CC=C(C(=C1C(=O)N(C)C)F)C=1C(=C2C(=NC1)NCC21CC(C1)C#N)Cl